cyclopropane-1,1-dicarboxylic acid [4-(6,7-dimethoxyquinolin-4-yloxy)phenyl] amide (4-fluoro-phenyl) amide FC1=CC=C(C=C1)NC(=O)C1(CC1)C(=O)NC1=CC=C(C=C1)OC1=CC=NC2=CC(=C(C=C12)OC)OC